ClC=1C(=C(C=CC1)C1=CC=C(C=C1)N1C(N(CC1)C)=O)OC chloro-2-methoxy-4'-(3-methyl-2-oxoimidazolidin-1-yl)-[1,1'-biphenyl]